tert-butyl 2-chloro-5,6,7,8-tetrahydro-9H-pyrido[2,3-b]azepine-9-carboxylate ClC=1C=CC2=C(N(CCCC2)C(=O)OC(C)(C)C)N1